(S)-2-bromo-3,9,10-trimethoxy-6,8,13,13a-tetrahydro-5H-dibenzo[a,g]quinolizine BrC=1C(=CC2=C([C@@H]3CC4=C(CN3CC2)C(=C(C=C4)OC)OC)C1)OC